OC=1C=C(C=CC1N1C(N(C2=NC=CC=C21)[C@@H]2CN(CC2)C(=O)OC(C)(C)C)=O)C2=CC=C(C=C2)C(=O)OC tert-Butyl (S)-3-(1-(3-hydroxy-4'-(methoxycarbonyl)-[1,1'-biphenyl]-4-yl)-2-oxo-1,2-dihydro-3H-imidazo[4,5-b]pyridin-3-yl)pyrrolidine-1-carboxylate